tert-Butyl (S)-3-((6-cyano-5-(((dimethylamino)methylene)-amino)-3-fluoropyridin-2-yl)oxy)pyrrolidine-1-carboxylate C(#N)C1=C(C=C(C(=N1)O[C@@H]1CN(CC1)C(=O)OC(C)(C)C)F)N=CN(C)C